C(=C)C1=CC=C(CN(CC2=CC=C(C=C2)C=C)CCO)C=C1 N,N-bis(4-vinylbenzyl)-2-hydroxyethylamine